4,5-Difluorophthalic acid FC=1C=C(C(C(=O)O)=CC1F)C(=O)O